O=C(C=CC1=C(C=C(C(=C1)C(C)C(=C)C)O)OC)C1=CC=C(C=C1)[O-] 4-{1-oxo-3-[4-hydroxy-2-methoxy-5-(3-methylbut-3-en-2-yl)phenyl]prop-2-enyl}phenolate